N-carbamoyl-aspartic acid (N-carbamoyl aspartate) C(N)(=O)N[C@@H](CC(=O)O)C(=O)O.C(N)(=O)N[C@@H](CC(=O)O)C(=O)O